ClC1=CC(=C(C=C1)C1=NC(=CC=2C1=NC=C(N2)C)[C@@H]2C[C@@H](OCC2)C=2C=NN(C2)C)F 5-(4-chloro-2-fluorophenyl)-2-methyl-7-((2R,4S)-2-(1-methyl-1H-pyrazol-4-yl)tetrahydro-2H-pyran-4-yl)pyrido[3,4-b]pyrazine